[SiH3]N([SiH3])[SiH3] trissilylamine